2-((3-(2,6-Dioxopiperidin-3-yl)-1-methyl-1H-indazol-7-yl)oxy)-N-(4-(oxazol-5-yl)phenyl)acetamide O=C1NC(CCC1C1=NN(C2=C(C=CC=C12)OCC(=O)NC1=CC=C(C=C1)C1=CN=CO1)C)=O